FC1=CC=C(C=C1)C=1C=C2COCCN2N1 2-(4-fluorophenyl)-4H,6H,7H-pyrazolo[3,2-c][1,4]oxazine